Pyranone C1=CC(=O)OC=C1